NC=1C(=NC(=C(N1)F)C1=C(C=C(C(=C1)CN(C)C)N1CCOCC1)F)C=1C=C2CCNC(C2=CC1)=O 6-(3-amino-6-(5-((dimethylamino)methyl)-2-fluoro-4-morpholinophenyl)-5-fluoropyrazin-2-yl)-3,4-dihydroisoquinolin-1(2H)-one